3-((2S)-3-(8-(2-chloro-4-cyanophenylsulfonyl)-1-oxa-8-azaspiro[4.5]decan-3-ylamino)-2-hydroxypropoxy)-N-methylbenzenesulfonamide ClC1=C(C=CC(=C1)C#N)S(=O)(=O)N1CCC2(CC(CO2)NC[C@@H](COC=2C=C(C=CC2)S(=O)(=O)NC)O)CC1